amino-silyl-amine NN[SiH3]